C(C)(C)(C)C1=CC(CC1)=O 3-Tert-butylcyclopent-2-en-1-one